3-(2-amino-4-bromo-3-fluorobenzoyl)dihydrofuran-2(3H)-one-5,5-d2 NC1=C(C(=O)C2C(OC(C2)([2H])[2H])=O)C=CC(=C1F)Br